5-Formyl-salicyloyl chloride C(=O)C1=CC=C(C(C(=O)Cl)=C1)O